C(#N)C=1C=C2C(=CC=NC2=CC1)C1=CC=C(S1)SC(C(=O)OCC)(C)C Ethyl 2-(5-(6-cyanoquinolin-4-yl) thiophen-2-ylsulfanyl)-2-methylpropionate